C(CCCCCCC)C(CC(=O)OCCCCCCCCCCCCCOC(CCCCCCC)=O)CCCCCCCC 13-(octanoyloxy)tridecyl 3-octylundecanoate